1-(1,6-dimethoxy-6-methylhept-3-en-1-yl)-4-methoxybenzene COC(CC=CCC(C)(C)OC)C1=CC=C(C=C1)OC